R-1-(4-fluorophenyl)-3-(1-(naphthalen-1-yl)ethyl)thiourea FC1=CC=C(C=C1)NC(=S)N[C@H](C)C1=CC=CC2=CC=CC=C12